CC1=C(N)C(=CC=C1)C 2,6-DIMETHYLANILINE